C(C)(C)(C)C=1C=C(C(=C(C1)C1=CC=CC=C1)N1C(=NC2=C1C=CC=C2)C2=CC=CC1=C2OC2=NC(=CC=C21)C)C2=CC=CC=C2 8-(1-(5'-(tert-butyl)-[1,1':3',1''-terphenyl]-2'-yl)-1H-benzo[d]imidazol-2-yl)-2-methylbenzofuro[2,3-b]pyridine